COC1=CC(=C(C(=C1)Br)Cl)Br 4-methoxy-2,6-dibromochlorobenzene